IC(C(=O)OCC)C1=CC=C(C=C1)[N+](=O)[O-] ethyl 2-iodo-(4'-nitrophenyl)acetate